[OH-].C[NH2+]CC(O)(O)O methyl-(Trihydroxyethyl)ammonium hydroxide